CN1C(N(C(C2=C1C=CN2[C@H](C(=O)NC=2SC=C(N2)C=2C=NC(=NC2)F)C)=O)C)=O (S)-2-(1,3-dimethyl-2,4-dioxo-1,2,3,4-tetrahydro-5H-pyrrolo[3,2-D]pyrimidin-5-yl)-N-(4-(2-fluoropyrimidin-5-yl)thiazol-2-yl)propionamide